1-[(6-Bromo-4-methyl-3-pyridinyl)sulfonyl]-3,7-dimethyl-indoline BrC1=CC(=C(C=N1)S(=O)(=O)N1CC(C2=CC=CC(=C12)C)C)C